1,4-diiodo-n-butane ICCCCI